di-Boc-guanidinomethyl-benzoic acid C(=O)(OC(C)(C)C)C1=C(C(=C(C(=O)O)C=C1)CNC(=N)N)C(=O)OC(C)(C)C